m-tolyl p-di-t-butylphenyl phosphate P(=O)(OC=1C=C(C=CC1)C)(OC1(CC=C(C=C1)C(C)(C)C)C(C)(C)C)[O-]